FC(OC1=CC=C(C=C1)N1N=CC(=C1)N1CCN(CC1)CCN1CCOCC1)(F)F 4-[2-[4-[1-[4-(trifluoromethoxy)phenyl]pyrazol-4-yl]piperazin-1-yl]ethyl]morpholine